COC(=O)C1=CC2=C(N(C(=N2)NC(=O)C2=CC(=NN2CC)C)C\C=C\CN)C(=C1)OC.C1(=CC=CC2=CC=CC=C12)C(CC)[NH3+] alpha-naphthylpropyl-ammonium Methyl-(E)-1-(4-aminobut-2-en-1-yl)-2-(1-ethyl-3-methyl-1H-pyrazole-5-carboxamido)-7-methoxy-1H-benzo[d]-imidazole-5-carboxylate